2-sulfobenzic acid S(=O)(=O)(O)C1=C(C(=O)O)C=CC=C1